[4-(4-fluoro-phenyl)-[1,2,3]thiadiazol-5-yl]-2-phenyl-butanamide FC1=CC=C(C=C1)C=1N=NSC1C(C(=O)N)(CC)C1=CC=CC=C1